(1S,3S)-3-((2-cyclopropyl-6-(1-methyl-5-(((((R)-pentan-2-yloxy)carbonyl)amino)methyl)-1H-1,2,3-triazol-4-yl)pyridin-3-yl)oxy)cyclohexanecarboxylic acid C1(CC1)C1=NC(=CC=C1O[C@@H]1C[C@H](CCC1)C(=O)O)C=1N=NN(C1CNC(=O)O[C@H](C)CCC)C